N-((4-(cyclopropylsulfonyl)morpholin-2-yl)methyl)-N-methyl-6-(1-oxa-4-azaspiro[5.5]undecan-4-yl)-2-(trifluoromethyl)pyrimidin-4-amine C1(CC1)S(=O)(=O)N1CC(OCC1)CN(C1=NC(=NC(=C1)N1CCOC2(C1)CCCCC2)C(F)(F)F)C